C(C)(=O)NC=1C=C(OCCC(=O)O)C=CC1 3-(3-acetamidophenoxy)propionic acid